C(C=C)(=O)N1CC2(C1)CC(C2)N2N=C(C(=C2C)C2=C1C=NNC1=CC(=C2Cl)C)N2C[C@@H]1[C@H](CC2)C(N(C1)C)=O (3aS,7aS)-5-(1-(2-acryloyl-2-azaspiro[3.3]heptan-6-yl)-4-(5-chloro-6-methyl-1H-indazol-4-yl)-5-methyl-1H-pyrazol-3-yl)-2-methyloctahydro-1H-pyrrolo[3,4-c]pyridin-1-one